1,10-phenanthroline-2,9-dicarboxylic acid N1=C(C=CC2=CC=C3C=CC(=NC3=C12)C(=O)O)C(=O)O